N[C@@H]1C2=CC=CC=C2CC12CCN(CC2)C2=NC(=C(C(=N2)C(=O)N)C2=C(C(=CC=C2)Cl)Cl)C 2-((S)-1-amino-1,3-dihydrospiro[indene-2,4'-piperidine]-1'-yl)-5-(2,3-dichlorophenyl)-6-methylpyrimidine-4-carboxamide